C(C)(CC)OC1=CC=2N(C=C1C(=O)O)C=C(N2)[C@@]21CO[C@@](CC2)(C1)C 7-(sec-Butoxy)-2-((1S,4R)-1-methyl-2-oxabicyclo[2.2.1]hept-4-yl)imidazo[1,2-a]pyridine-6-carboxylic acid